[Co]=S.[Cu] Copper-cobalt sulfide